4-(4-hydroxymethyl-phenyl)-piperazine-1-carboxylic acid tert-butyl ester C(C)(C)(C)OC(=O)N1CCN(CC1)C1=CC=C(C=C1)CO